(S)-2-((1-(5-(4-fluoro-3-methoxyphenyl)-1,2,4-oxadiazol-3-yl)ethyl)carbamoyl)-4-methoxypyridin-3-yl acetate C(C)(=O)OC=1C(=NC=CC1OC)C(N[C@@H](C)C1=NOC(=N1)C1=CC(=C(C=C1)F)OC)=O